C(C)N1C2=C([C@H]([C@H](C1=O)NC(C1=CC(=CC=C1)C(F)(F)F)=O)C1=CC=C(C=C1)F)C(=NN2C2=CC=CC=C2)C(C)(C)N(C#N)C |r| rac-N-((4R,5R)-7-ethyl-4-(4-fluorophenyl)-3-(2-(N-methylcyanamido)propan-2-yl)-6-oxo-1-phenyl-4,5,6,7-tetrahydro-1H-pyrazolo[3,4-b]pyridin-5-yl)-3-(trifluoromethyl)benzamide